2-(4-(6-aminopyridin-3-yl)piperazin-1-yl)ethan-1-ol NC1=CC=C(C=N1)N1CCN(CC1)CCO